C1(CCC1)C(=O)NC=1SC2=C(N1)C=CC(=C2)NC(=O)C=2C(=NN(C2)C)C N-(2-(cyclobutanecarboxamido)benzo[d]thiazol-6-yl)-1,3-dimethyl-1H-pyrazole-4-carboxamide